FC1(CCC(CC1)C(NC(=O)C1=CC=NN1CC)C=1OC2=C(N1)C=C(C=C2)CN2C(NC(C2)C(F)(F)F)=O)F N-((4,4-difluorocyclohexyl)(5-((2-oxo-4-(trifluoromethyl)imidazolidin-1-yl)methyl)benzo[d]oxazol-2-yl)methyl)-1-ethyl-1H-pyrazole-5-carboxamide